Indium zinc selenide [Se-2].[Zn+2].[In+3]